lead nicotinamide C(C1=CN=CC=C1)(=O)N.[Pb]